CC=1C(=CC(=C(C1O)C=1C(=C(C(=CC1C(C)(C)C)Br)C)O)C(C)(C)C)Br (S)-6,6'-dimethyl-3,3'-di-tert-butyl-5,5'-dibromo-2,2'-biphenol